1-(3-bromopropoxy)-4-phenoxybenzene BrCCCOC1=CC=C(C=C1)OC1=CC=CC=C1